ClC=1C=CC(=NC1)N1C2CN(CC1CC2)C(CCNCC2=C1C=C(C=NC1=CC=C2)OC)=O 1-[8-(5-chloropyridin-2-yl)-3,8-diazabicyclo[3.2.1]octan-3-yl]-3-{[(3-methoxyquinolin-5-yl)methyl]amino}propan-1-one